ClC=1C=C(C=C(C1OCCCl)Cl)C(C)(C)C1=CC=C(OCC2=NC=NC=C2N(C(OC(C)(C)C)=O)S(=O)(=O)C)C=C1 tert-Butyl (4-((4-(2-(3,5-dichloro-4-(2-chloroethoxy)phenyl)propan-2-yl)phenoxy) methyl) pyrimidin-5-yl)(methylsulfonyl)carbamate